C(C1=CC=CC=C1)N1CC(=C(C1)C)C(=O)OCC ethyl 1-benzyl-4-methyl-2,5-dihydro-1H-pyrrole-3-carboxylate